5-cyclopropyl-3-(3,5-dichloropyridin-4-yl)isoxazole 7-{[2-(acetoxy)but-3-en-1-yl]oxy}quinazolin-6-yl-2,2-dimethylpropanoate C(C)(=O)OC(COC1=C(C=C2C=NC=NC2=C1)OC(C(C)(C)C)=O)C=C.C1(CC1)C1=CC(=NO1)C1=C(C=NC=C1Cl)Cl